5-(4-Fluoro-2-methylphenyl)-4-hydroxy-N-[4-[(7-methoxy-6-propan-2-yloxy-1,5-naphthyridin-4-yl)oxy]phenyl]-6-methylpyridine-3-carboxamide FC1=CC(=C(C=C1)C=1C(=C(C=NC1C)C(=O)NC1=CC=C(C=C1)OC1=CC=NC2=CC(=C(N=C12)OC(C)C)OC)O)C